OC1=CC=C(C=C1)C(C(C(=O)N[C@H](C(=O)N(C)[C@H](/C=C(/C(=O)OCC)\C)C(C)C)C(C)(C)C)NC)(C)C ethyl (4S,E)-4-((2S)-2-(3-(4-hydroxyphenyl)-3-methyl-2-(methylamino)butanamido)-N,3,3-trimethylbutanamido)-2,5-dimethylhex-2-enoate